Cyanomethyl 4-methoxybenzoate COC1=CC=C(C(=O)OCC#N)C=C1